trans-1,2-dichloro-1-(2,2,2-trifluoroethoxy)ethylene ClC(=CCl)OCC(F)(F)F